Cl.NCC(=O)N1CCC(CC1)SCC1=NC2=C(C=CC=C2C(N1)=O)C (((1-glycylpiperidin-4-yl)thio)methyl)-8-methylquinazolin-4(3H)-one hydrochloride